COC(=O)C1=CC2=C(S1)C=C(C(=C2)OCC2=CC=CC=C2)OC 5-(benzyloxy)-6-methoxybenzo[b]thiophene-2-carboxylic acid methyl ester